C(CCCC)OC(=O)C=1C2=C(OC1C)C1=CC=CC=C1C(=C2)NS(=O)(=O)C2=CC=C(C=C2)OC 5-(4-Methoxyphenylsulfonamido)-2-methylnaphtho[1,2-b]furan-3-carboxylic acid pentyl ester